2-[[(1R)-1-[3,6-dimethyl-4-oxo-2-[(3S)-tetrahydrofuran-3-yl]quinazolin-8-yl]ethyl]amino]-5-fluoro-benzoic acid CN1C(=NC2=C(C=C(C=C2C1=O)C)[C@@H](C)NC1=C(C(=O)O)C=C(C=C1)F)[C@H]1COCC1